C1(=CC=CC=C1)C1=NC2=CC=C(C=C2C=C1C1=CC=CC=C1)NC(=O)NC1=CC=NC=C1 1-(2,3-diphenylquinolin-6-yl)-3-(pyridin-4-yl)urea